C1NC[C@H](CC2=C1C=CC=C2)NC(OC(C)(C)C)=O tert-butyl (S)-(2,3,4,5-tetrahydro-1H-benzo[c]azepin-4-yl)carbamate